C(C)(C)(C)C=1C(C=CC(C1)=O)=O 2-tertiary butyl-1,4-benzoquinone